2-(4-(2-([1,2,3]triazolo[1,5-a]pyridin-5-yl)-3-isopropyl-1H-indol-5-yl)piperidin-1-yl)-N,N-dimethylacetamide N1=NC=C2N1C=CC(=C2)C=2NC1=CC=C(C=C1C2C(C)C)C2CCN(CC2)CC(=O)N(C)C